5-ethyldodeca-7,9,11-trien-6-one C(C)C(CCCC)C(C=CC=CC=C)=O